O1CCCOC2=C1C=CC(=C2)S(=O)(=O)N2CCC(CC2)C(=O)NC=2C=C1C(=NC2)N(N=C1)C(C)C 1-[(3,4-dihydro-2H-1,5-benzodioxepin-7-yl)sulfonyl]-N-[1-(1-methylethyl)-1H-pyrazolo[3,4-b]pyridin-5-yl]-4-piperidinecarboxamide